ClC1=CC=C(S1)CNC1=CC(=NN1C(C(C)(C)C)=O)C1CCN(CC1)S(=O)(=O)C 1-(5-[(5-chlorothiophen-2-yl)methyl]amino-3-(1-methanesulfonylpiperidin-4-yl)-1H-pyrazol-1-yl)-2,2-dimethylpropan-1-one